N1(CCOCC1)C=1N=CC2=C(N1)C(N(C2)C(C)C)=O 2-(morpholin-4-yl)-6-(prop-2-yl)-5,6-dihydro-7H-pyrrolo[3,4-d]pyrimidin-7-one